butylcarbinol C(CCC)CO